(S)-1-(2-(1-(4-((3-fluorophenoxy)methyl)phenyl)-8-methylimidazo[1,5-a]pyrazin-3-yl)piperidin-1-yl)but-2-yn-1-one FC=1C=C(OCC2=CC=C(C=C2)C=2N=C(N3C2C(=NC=C3)C)[C@H]3N(CCCC3)C(C#CC)=O)C=CC1